hexadecane-1-sulfonic acid sodium salt [Na+].C(CCCCCCCCCCCCCCC)S(=O)(=O)[O-]